Cl.FC1=CC=C(C=C1)C1=NC=C(C(=N1)C1=NN(C=C1)C)C1CNCC1 2-(4-fluorophenyl)-4-(1-methyl-1H-pyrazol-3-yl)-5-(pyrrolidin-3-yl)pyrimidine HCl salt